FC1=C(C=CC=C1C1NCCCC2=C1NC(=N2)C2=C(C=CC(=C2)OC=2C(=C1C=CNC1=CC2F)S(=O)(=O)C)F)CCC(=O)O 3-[2-fluoro-3-[2-[2-fluoro-5-[(6-fluoro-4-methylsulfonyl-1H-indol-5-yl)oxy]phenyl]-3,4,5,6,7,8-hexahydroimidazo[4,5-c]azepin-4-yl]phenyl]propanoic acid